FC(C=1C=C(C=C(C1)C(F)(F)F)NC1=NS(C2=C1C=CC(=C2)Br)(=O)=O)(F)F 3-((3,5-bis(trifluoromethyl)phenyl)amino)-6-bromobenzo[d]isothiazole 1,1-dioxide